(S)-2-((1-(5-(4-isopropylphenyl)-1,2,4-oxadiazol-3-yl)ethyl)carbamoyl)-4-methoxypyridin-3-yl butyrate C(CCC)(=O)OC=1C(=NC=CC1OC)C(N[C@@H](C)C1=NOC(=N1)C1=CC=C(C=C1)C(C)C)=O